O1[SiH]=CN2C=3C1=CC=NC3C=CC2=O [1,4,2]oxazasilino[6,5,4-de][1,5]naphthyridin-5-one